FC(S(=O)(=O)OC1=C2C(=C3C=C(N=CC3=C1)NC(C)=O)CN(C2=O)C)(F)F 8-acetamido-2-methyl-3-oxo-1H-pyrrolo[3,4-f]isoquinolin-4-yl trifluoromethanesulfonate